C(C(=C)C)(=O)OCCOC(=CC)C1=CC=CC=C1 (methacryloxyethoxy)phenylpropaneN